5-(isocyano(tosyl)methyl)-1,3-dihydroisobenzofuran [N+](#[C-])C(C=1C=C2COCC2=CC1)S(=O)(=O)C1=CC=C(C)C=C1